tert-butyl (2S,4R)-4-(acetyloxy)-2-(dimethylcarbamothioyl)pyrrolidine-1-carboxylate Tert-butyl-(2S,4R)-4-(acetyloxy)-2-(dimethylcarbamoyl)pyrrolidine-1-carboxylate C(C)(C)(C)OC(=O)N1[C@@H](C[C@H](C1)OC(C)=O)C(N(C)C)=O.C(C)(=O)O[C@@H]1C[C@H](N(C1)C(=O)OC(C)(C)C)C(N(C)C)=S